FC(CN1C(=NC2=C1C=C(C=C2F)C=2C(=CN1N=C(N=C(C12)OC([2H])([2H])[2H])N[C@H]1[C@@H](CN(CC1)C1COC1)F)F)C)F 5-(1-(2,2-difluoroethyl)-4-fluoro-2-methyl-1H-benzo[d]imidazol-6-yl)-6-fluoro-N-((3R,4R)-3-fluoro-1-(oxetan-3-yl)piperidin-4-yl)-4-(methoxy-d3)pyrrolo[2,1-f][1,2,4]triazin-2-amine